3-propylbutyrolactone C(CC)C1CC(=O)OC1